4,6-dimethyl-2-hydroxypyrimidine CC1=NC(=NC(=C1)C)O